4-[5-(hydroxymethyl)-3-phenylisoxazol-4-yl]benzenesulfonamide OCC1=C(C(=NO1)C1=CC=CC=C1)C1=CC=C(C=C1)S(=O)(=O)N